tri-methylolbutane C(O)C(CCC)(CO)CO